4-((3-Fluorobenzyl)oxy)benzaldehyde FC=1C=C(COC2=CC=C(C=O)C=C2)C=CC1